2,5-bis(1,3-dioxolan-2-yl)benzonitrile O1C(OCC1)C1=C(C#N)C=C(C=C1)C1OCCO1